2-ethyl-6,7-dihydro-5H-cyclopenta[b]pyridin-4-amine C(C)C1=CC(=C2C(=N1)CCC2)N